3-(benzenesulfonyl)-N-[2-[3-(2,4-dimethyl-1,3-thiazol-5-yl)-6-oxopyridazin-1-yl]ethyl]propenamide C1(=CC=CC=C1)S(=O)(=O)C=CC(=O)NCCN1N=C(C=CC1=O)C1=C(N=C(S1)C)C